2,4,5-triphenyl-thiazole C1(=CC=CC=C1)C=1SC(=C(N1)C1=CC=CC=C1)C1=CC=CC=C1